C(C1=CC=CC=C1)OC1CC(C1)(O)C 3-benzyloxy-1-Methylcyclobutanol